2,3-dihydronaphthyridine N=1CCC=C2C=CC=NC12